tripropoxytrimethylolpropane triacrylate C(C=C)(=O)O.C(C=C)(=O)O.C(C=C)(=O)O.C(CC)OC(CC(CO)(CO)CO)(OCCC)OCCC